3-[[2-(aminomethyl)-1,3-benzothiazol-6-yl]oxy]propan-1-ol hydrochloride Cl.NCC=1SC2=C(N1)C=CC(=C2)OCCCO